ClC1=C2[C@H](N3C(C2=CC=C1)=CN=C3)C3[C@H](COCC3)O (R)-4-((R)-6-chloro-5H-imidazo[5,1-a]isoindol-5-yl)tetrahydro-2H-pyran-3-ol